2-chloro-N-(1-(4-(trifluoromethoxy)phenyl)-1H-imidazol-4-yl)pyrrolo[2,1-f][1,2,4]triazin-4-amine ClC1=NN2C(C(=N1)NC=1N=CN(C1)C1=CC=C(C=C1)OC(F)(F)F)=CC=C2